3-(3-Methoxyoctylsulfanyl)tridecanal COC(CCSC(CC=O)CCCCCCCCCC)CCCCC